(4-{[2-(4-bromophenyl)imidazo[1,2-a]pyridin-3-yl]methyl}piperazin-1-yl)(cyclobutyl)methanone BrC1=CC=C(C=C1)C=1N=C2N(C=CC=C2)C1CN1CCN(CC1)C(=O)C1CCC1